(S)-5-(benzyloxy)-4-bromo-N-(1-cyclopropyl-2-(5-methyl-1,2,4-oxadiazol-3-yl)propan-2-yl)pyridineamide C(C1=CC=CC=C1)OC=1C(=CC(=NC1)C(=O)N[C@](CC1CC1)(C)C1=NOC(=N1)C)Br